2-propynyl-(2-propenyl)phosphinic acid 2-propynyl ester C(C#C)OP(=O)(CC=C)CC#C